5-bromo-1,2-dimethyl-1H-indole BrC=1C=C2C=C(N(C2=CC1)C)C